C(#N)C=1OC=CC1C=1C=CC=2N(C1)N=NC2C(=O)NC=2C(=NC=C(C2)NC(CN2CC(C2)(C)C)=O)C 6-(2-cyano-3-furyl)-N-[5-[[2-(3,3-dimethylazetidin-1-yl)acetyl]amino]-2-methyl-3-pyridyl]triazolo[1,5-a]pyridine-3-carboxamide